(N,N-bis(2-ethylhexyl)aminomethyl)-1,2,3-benzotriazole C(C)C(CN(CC(CCCC)CC)CC1=CC=CC=2NN=NC21)CCCC